BrC1=CC=C(COC2(COC2)C2=CC(=C(C=C2C)N=CN(C)CC)Cl)C=C1 N'-(4-(3-((4-bromobenzyl)oxy)oxetan-3-yl)-2-chloro-5-methylphenyl)-N-ethyl-N-methylformimidamide